OC=C1C(CC(CC1=O)C1=C(C(=CC=C1)F)F)=O 2-(hydroxymethylene)-5-(2,3-difluorophenyl)cyclohexane-1,3-dione